N1N=CC=C1\C=C\1/C(NC2=CC=C(C=C12)NCC1=CC(=CC(=C1)F)F)=O (Z)-3-((1H-pyrazol-5-yl)methylene)-5-((3,5-difluorobenzyl)amino)indolin-2-one